ClC(C(=C(F)F)F)(F)F 3-chloro-1,1,2,3,3-pentafluoro-1-propene